(2S)-2-[(tert-butoxycarbonyl)(methyl)amino]propanoic acid C(C)(C)(C)OC(=O)N([C@H](C(=O)O)C)C